6-chloro-3-methyl-3-(trifluoromethyl)-2,3-dihydroimidazo[1,5-a]pyridine-1,5-dione ClC1=CC=C2N(C1=O)C(NC2=O)(C(F)(F)F)C